N-{[4-(azetidine-1-carbonyl)phenyl]methyl}-2-(6-{5-chloro-2-[(oxan-4-yl)amino]pyrimidin-4-yl}-1-oxo-2,3-dihydro-1H-isoindol-2-yl)acetamide N1(CCC1)C(=O)C1=CC=C(C=C1)CNC(CN1C(C2=CC(=CC=C2C1)C1=NC(=NC=C1Cl)NC1CCOCC1)=O)=O